CC(=O)N[C@@H]1[C@H]([C@@H]([C@H](O[C@@H]1O)CO)O[C@H]2[C@@H]([C@H]([C@@H]([C@H](O2)CO)O[C@H]3[C@H]([C@H]([C@@H]([C@H](O3)CO)O)O[C@@H]4[C@H]([C@H]([C@@H]([C@H](O4)CO)O)O)O)O)O)NC(=O)C)O The molecule is an amino tetrasaccharide consisting of alpha-D-mannose, beta-D-mannose, N-acetyl-beta-D-glucosamine and N-acetyl-alpha-D-glucosamine joined together in sequence by (1->3), (1->4) and (1->4) glycosidic linkages. It derives from a N-acetyl-beta-D-glucosaminyl-(1->4)-N-acetyl-alpha-D-glucosamine.